triethyl 1,3,5-benzenetricarboxylate C1(=CC(=CC(=C1)C(=O)OCC)C(=O)OCC)C(=O)OCC